mono(1-cyclohexyloxy-2-propyl) phosphate P(=O)(OC(COC1CCCCC1)C)([O-])[O-]